(β-hydroxyethyl)amino-2-methylaniline OCCNNC1=C(C=CC=C1)C